FC(C)(F)C=1C=C(C(=C(C1)[C@H](C(=O)O)N1C[C@@H](CC1)OCCCCCC1=NC=2NCCCC2C(=C1)OC)OC)F (R)-2-(5-(1,1-difluoroethyl)-3-fluoro-2-methoxyphenyl)-2-((R)-3-((5-(4-methoxy-5,6,7,8-tetrahydro-1,8-naphthyridin-2-yl)pentyl)oxy)pyrrolidin-1-yl)acetic acid